N1N=C(C2=CC=CC=C12)C(=O)OCCBr 2-bromoethyl 1H-indazole-3-carboxylate